C([C@@H](C([C@H](CO)O)O)O)O L-arabitol